1-(3-bromo-2-{[1-(p-chlorophenyl)-3-pyrazolyloxy](2H2)methyl}phenyl)-4-[(2H3)methyl]-1,4-dihydro-5-tetraazolone BrC=1C(=C(C=CC1)N1N=NN(C1=O)C([2H])([2H])[2H])C([2H])([2H])OC1=NN(C=C1)C1=CC=C(C=C1)Cl